[C@H]12NC[C@H]([C@@H]1N1C(=CC=3C(=NC=4C(=C(C(=CC4C31)CCC#N)C3=C(C(=CC=C3)Cl)Cl)F)C)[C@@H](C)NC(=O)C3=NC=NC=C3)C2 N-((1R)-1-(1-((1R,4R,5S)-2-azabicyclo[2.1.1]hexan-5-yl)-8-(2-cyanoethyl)-7-(2,3-dichlorophenyl)-6-fluoro-4-methyl-1H-pyrrolo[3,2-c]quinolin-2-yl)ethyl)pyrimidine-4-carboxamide